2-methoxy-5-((5,6,7-trimethoxychroman-3-yl)methyl)phenol COC1=C(C=C(C=C1)CC1COC2=CC(=C(C(=C2C1)OC)OC)OC)O